1-((1R,4R)-4-(((1R,3R)-3-mercaptocyclobutyl)amino)cyclohexyl)-1,3-bis(4-nitrobenzyl)guanidine SC1CC(C1)NC1CCC(CC1)N(C(=N)NCC1=CC=C(C=C1)[N+](=O)[O-])CC1=CC=C(C=C1)[N+](=O)[O-]